tert-butyl (R)-2-((2-(4-(methylcarbamoyl)phenyl) benzo[d]imidazo[2,1-b]thiazole-7-carboxamido)methyl)pyrrolidine-1-carboxylate CNC(=O)C1=CC=C(C=C1)C=1N=C2SC3=C(N2C1)C=CC(=C3)C(=O)NC[C@@H]3N(CCC3)C(=O)OC(C)(C)C